C(#N)C1=CC=C(C=C1)C=1N=C(OC1)NC(=O)C1CCCCC1 N-(4-(4-cyanophenyl)oxazol-2-yl)cyclohexanecarboxamide